docosyl 4-hydroxybenzoate OC1=CC=C(C(=O)OCCCCCCCCCCCCCCCCCCCCCC)C=C1